Cl.COC=1C=C(N)C=C(C1)OC 3,5-dimethoxyaniline hydrochloride